1,3-dimethyl-4-oxophthalazine-6-carboxylic acid CC1=NN(C(C2=CC(=CC=C12)C(=O)O)=O)C